C(C)(=O)N(C1=C(C=C(C=C1)C1=CC=C(C=N1)C(=O)NCCC=1C=NC=CC1)C#N)CC1CC1 6-[4-[Acetyl(cyclopropylmethyl)amino]-3-cyano-phenyl]-N-[2-(3-pyridyl)ethyl]pyridine-3-carboxamide